1,4-Butaandithiol C(CCCS)S